ClC1=NC(=NC(=C1)C1=C(C=CC=C1C)C)NS(=O)C=1C=C(C(=O)OC)C=CC1 methyl 3-[4-chloro-6-(2,6-dimethylphenyl)pyrimidin-2-yl]sulfinamoylbenzoate